6-Chloro-1-(5-fluoro-2-methoxyphenyl)-3-methyl-1H-pyrazolo[4,3-c]pyridine ClC1=CC2=C(C=N1)C(=NN2C2=C(C=CC(=C2)F)OC)C